[Cl-].C(CCCCCCC)C=1C(=C(C(C)(C)[NH3+])C=CC1)CCOCCOC1=CC=CC=C1 (octylphenoxyethoxyethyldimethylbenzyl)ammonium chloride